C1(CC1)S(=O)(=O)NC=1SC=C(N1)C(C(=O)NC1=CC(=C(C=C1)C=1C=NC=CC1)OC)(C)C 2-(2-(cyclopropanesulfonamido)thiazol-4-yl)-N-(3-methoxy-4-(pyridin-3-yl)phenyl)-2-methylpropanamide